[IH]1OCC2=C1C=CC=C2 3,2-benziodaoxole